(4-fluorophenyl)-1-N'-methylcyclopropane-1,1-dicarboxamide FC1=CC=C(C=C1)C1C(C1)(C(=O)N)C(=O)NC